4-hydroxynaphthalene-2,7-disulfonate OC1=CC(=CC2=CC(=CC=C12)S(=O)(=O)[O-])S(=O)(=O)[O-]